(R)-1-(3'-chloro-6-methoxy-2'-(5-((6-methoxy-5-((methylamino)methyl)-3-(trifluoromethyl)pyridin-2-yl)oxy)-5,6,7,8-tetrahydronaphthalen-1-yl)-[2,4'-bipyridin]-5-yl)-N-methylmethanamine ClC=1C(=NC=CC1C1=NC(=C(C=C1)CNC)OC)C1=CC=CC=2[C@@H](CCCC12)OC1=NC(=C(C=C1C(F)(F)F)CNC)OC